dianilinium chloride [Cl-].[NH3+]C1=CC=CC=C1.[NH3+]C1=CC=CC=C1.[Cl-]